NCCOCCNC=1C(=C(C(=O)NC=2SC(=C(N2)C)C)C=CC1)C 3-((2-(2-Aminoethoxy)ethyl)amino)-N-(4,5-dimethylthiazol-2-yl)-2-methylbenzamide